ClC1=CC(=C(C(=C1)C)N1N(CC=C1C(F)(F)F)C1=NC=CC=C1Cl)C(N=S(CC)CC)=O N-[4-chloro-2-[(diethyl-lambda4-sulfanylidene)carbamoyl]-6-methyl-phenyl]-2-(3-chloro-2-pyridyl)-5-(trifluoromethyl)pyrazole